C(C)(C)(C)OC(=O)N1CCN(CC1)C(C=CC1=CC=C(C=C1)CN1C=NC=C1)=O 4-(3-(4-((1H-imidazol-1-yl)methyl)phenyl)acryloyl)piperazine-1-carboxylic acid tert-butyl ester